perfluoro-benzothiadiazole FC1=C(C(=C(C2=C1N=NS2)F)F)F